1-(2-cyanophenyl)-3-(1-isopropyl-5-oxopyrrolidin-3-yl)urea C(#N)C1=C(C=CC=C1)NC(=O)NC1CN(C(C1)=O)C(C)C